CC1=C(C(=CC(=C1)C(NC)=O)C)C[C@@H](CNC(=O)C1=NC=CN=C1)N(C)C (S)-N-(3-(2,6-dimethyl-4-(methylcarbamoyl)phenyl)-2-(dimethylamino)propyl)pyrazine-2-carboxamide